C(C=C)(=O)N1CCN(CC1)C1=C(C(N(C2=NC(=C(C=C12)Cl)C1=C(C=CC=C1)F)C=1C(=NC=CC1C(C)C)C(C)C)=O)C#N Racemic-4-(4-Acryloylpiperazin-1-yl)-6-chloro-1-(2,4-diisopropylpyridin-3-yl)-7-(2-fluorophenyl)-2-oxo-1,2-dihydro-1,8-naphthyridine-3-carbonitrile